bis(2,4,6-trimethylbenzoyl)-2,5-diethylbenzoyl-phosphine oxide CC1=C(C(=O)P(C(C2=C(C=CC(=C2)CC)CC)=O)(C(C2=C(C=C(C=C2C)C)C)=O)=O)C(=CC(=C1)C)C